(3Z)-11,11-dibutoxy-3-undecen-1-ol C(CCC)OC(CCCCCC\C=C/CCO)OCCCC